C[C@H]1CN(C[C@H](O1)C)C1=CC(=NC=N1)C1=NN(C2=C1C(=NC=C2)NC2C[C@H](O[C@H](C2)C)C)CC2=CC=C(C=C2)OC 3-(6-((2S,6R)-2,6-dimethylmorpholinyl)pyrimidin-4-yl)-N-((2R,6S)-2,6-dimethyltetrahydro-2H-pyran-4-yl)-1-(4-methoxybenzyl)-1H-pyrazolo[4,3-c]pyridine-4-amine